1-(4-bromophenyl)-3-(4-nitrophenyl)thiourea BrC1=CC=C(C=C1)NC(=S)NC1=CC=C(C=C1)[N+](=O)[O-]